1,2-bis(trimethylsiloxy)propane C[Si](OCC(C)O[Si](C)(C)C)(C)C